9-(3-fluoro-4-propoxyphenyl)-3,4,6,7,8,9-hexahydropyrido[2,1-c][1,2,4]thiadiazine 2,2-dioxide FC=1C=C(C=CC1OCCC)C1CCCN2C1=NS(CC2)(=O)=O